methyl-phenyl-tin C[Sn]C1=CC=CC=C1